(3S)-7-((2S,5R)-4-acryloyl-2,5-dimethylpiperazin-1-yl)-9-chloro-10-(2-fluoro-6-hydroxyphenyl)-3-(hydroxymethyl)-2H-[1,4]oxazino[2,3,4-ij]quinazolin-5(3H)-one C(C=C)(=O)N1C[C@@H](N(C[C@H]1C)C1=NC(N2C3=C(C(=C(C=C13)Cl)C1=C(C=CC=C1O)F)OC[C@@H]2CO)=O)C